F[C@@H]1C[C@H](N(C1)C(CC=1C=NN(C1)C)=O)C(=O)N[C@H](C1=CC=C(C=C1)C(C)C)C1=CC=CC=C1 (2S,4R)-4-fluoro-1-[2-(1-methyl-1H-pyrazol-4-yl)acetyl]-N-[(S)-phenyl[4-(propan-2-yl)phenyl]methyl]pyrrolidine-2-carboxamide